CC1=CC=C(O1)[C@@H](C)N (R)-1-(5-methyl-2-furyl)ethylamine